6-cyano-5-fluoro-N-(5-fluoro-1H-indol-3-yl)-1-methyl-indole-3-carboxamide C(#N)C1=C(C=C2C(=CN(C2=C1)C)C(=O)NC1=CNC2=CC=C(C=C12)F)F